C(C1=CC=CC=C1)OCC1=NN(C(N1CC)=O)C=1C=C2C(=CC(=NC2=CC1F)C1=C(C=CC=C1)C)C(C(F)(F)F)C 3-((Benzyloxy)methyl)-4-ethyl-1-(7-fluoro-2-(o-tolyl)-4-(1,1,1-trifluoropropan-2-yl)quinolin-6-yl)-1H-1,2,4-triazol-5(4H)-one